CN1C=NC2=C1C=C(C=C2)\C=C/2\C(NC(N2)=S)=O (5Z)-5-[(3-methylbenzimidazol-5-yl)methylene]-2-thioxo-imidazolidin-4-one